para-tertiary-butyl-cyclohexanone C(C)(C)(C)C1CCC(CC1)=O